BrC(C(=O)NC1=CC(=CC=C1)C(F)(F)F)=C 2-Bromo-N-(3-trifluoromethylphenyl)acrylamide